(3R)-3-{[2-(2-fluoro-4-methoxyphenyl)[1,2,4]triazolo[1,5-c]quinazolin-5-yl]amino}azepin-2-one FC1=C(C=CC(=C1)OC)C1=NN2C(=NC=3C=CC=CC3C2=N1)NC=1C(N=CC=CC1)=O